2,4-dibromo-3-[(oxan-2-yloxy)methyl]pyridine BrC1=NC=CC(=C1COC1OCCCC1)Br